N1OC(CCO1)NC1=CC(=C(C=C1)N1CCC(CC1)(O)CC(=O)O)F 2-(1-(4-((2,6-dioxapiperidin-3-yl)amino)-2-fluorophenyl)-4-hydroxypiperidin-4-yl)acetic acid